(3-(methylsulfonamido)phenyl)acrylic acid CS(=O)(=O)NC=1C=C(C=CC1)C(C(=O)O)=C